NC=1C=C2C(=CNC2=CC1)C(C(=O)NC1C(N(CC1)C1=CC=C(C=C1)OC(F)(F)F)=O)=O 2-(5-amino-1H-indol-3-yl)-2-oxo-N-(2-oxo-1-(4-(trifluoromethoxy)phenyl)pyrrolidin-3-yl)acetamide